BrC=1C=CC2=C(C(\C(\C(O2)CC2=CN=C(O2)C2=CC=C(C=C2)I)=C/NC(C)(C)C)=O)C1 (Z)-6-bromo-3-((tert-butylamino)methylene)-2-((2-(4-iodophenyl)oxazol-5-yl)methyl)benzopyran-4-one